3-Cyclopropyl-1-((1R,2s,3S,5s,7s)-5-hydroxyadamantan-2-yl)-3,7-dihydro-4H-pyrrolo-[3',2':5,6]pyrido[3,4-d][1,2,3]diazaborinin-4-ol C1(CC1)N1N=C(C2=C(B1O)C=NC1=C2C=CN1)C1[C@@H]2CC3CC(C[C@@H]1C3)(C2)O